2-methoxyisonicotinate COC=1C=C(C(=O)[O-])C=CN1